FC=1C(=C(C=CC1F)C(=O)N1CC(C1)O)NC1=C(C=C(C=C1)I)F 1-({3,4-difluoro-2-[(2-fluoro-4-iodophenyl)amino]Phenyl}carbonyl)azetidin-3-ol